C(C(C)C)N1[C@@H](CCCC1)C (2R,4R)-1-isobutyl-2-methylpiperidin